(1S,3S)-3-((6-(5-(((4-(cyclopropyl-methoxy)pyrimidin-2-yl)amino)methyl)-1-methyl-1H-1,2,3-triazol-4-yl)-2-methylpyridin-3-yl)oxy)cyclohexane-1-carboxylic acid C1(CC1)COC1=NC(=NC=C1)NCC1=C(N=NN1C)C1=CC=C(C(=N1)C)O[C@@H]1C[C@H](CCC1)C(=O)O